2-((2S,4R)-4-amino-1-(1,2-dimethyl-1H-imidazole-4-carbonyl)pyrrolidin-2-yl)-N-((S)-6-guanidino-1-(methylamino)-1-oxohexan-2-yl)thiazole-4-carboxamide hydrochloride salt Cl.N[C@@H]1C[C@H](N(C1)C(=O)C=1N=C(N(C1)C)C)C=1SC=C(N1)C(=O)N[C@H](C(=O)NC)CCCCNC(=N)N